N-(propargyl)aniline C(C#C)NC1=CC=CC=C1